C(CCCCCC)C=1C(=C(OC2=C(C=C(C=C2)N)N)C=CC1)C1CCCCC1 4-(4-trans-n-heptylcyclohexylphenoxy)-1,3-diaminobenzene